2-(Difluoromethyl)-1-[4-(4-morpholinyl)-6-{4-(2-(2-(2-(2-(tert-butylcarbonylaminoxy)ethoxy)ethoxy)ethoxy)ethyl)-piperazino}-1,3,5-triazin-2-yl]-1H-benzimidazole FC(C1=NC2=C(N1C1=NC(=NC(=N1)N1CCOCC1)N1CCN(CC1)CCOCCOCCOCCONC(=O)C(C)(C)C)C=CC=C2)F